COC(C(C(C=C)C)C)=O 2,3-dimethyl-4-pentenoic acid methyl ester